(E)-2-((3-chlorophenyl)imino)succinic acid diethyl ester C(C)OC(/C(/CC(=O)OCC)=N/C1=CC(=CC=C1)Cl)=O